ClC=1C=C(C=C(C1)Cl)N1N=C(C2=C1C=1C=C(C(=CC1OC2)OC)C=2C=C(OCCCNC(OC(C)(C)C)=O)C=CC2)C(=O)N2C(COCC2)(C)C tert-butyl (3-(3-(1-(3,5-dichlorophenyl)-3-(3,3-dimethylmorpholine-4-carbonyl)-7-methoxy-1,4-dihydrochromeno[4,3-c]pyrazol-8-yl)phenoxy)propyl)carbamate